3-(3-((S)-2-hydroxy-3-((R)-8-(quinolin-3-ylsulfonyl)-1-oxa-8-azaspiro[4.5]decan-3-ylamino)propoxy)benzenesulfonyl)propan-1-ol O[C@H](COC=1C=C(C=CC1)S(=O)(=O)CCCO)CN[C@H]1COC2(C1)CCN(CC2)S(=O)(=O)C=2C=NC1=CC=CC=C1C2